1-(4-bromo-benzyl)-5,7-dibromo-indoline-2,3-dione BrC1=CC=C(CN2C(C(C3=CC(=CC(=C23)Br)Br)=O)=O)C=C1